Cl.FC1(CNCC[C@@H]1C1=CC=C2C(=NN(C2=C1)C)N1C(NC(CC1)=O)=O)F 1-[6-[(4R)-3,3-difluoro-4-piperidyl]-1-methyl-indazol-3-yl]hexahydropyrimidine-2,4-dione hydrochloride